C(C)(C)(C)OC1=NC=C(C(=N1)OC(C)(C)C)C=1C=C2C(=NN1)N(N=C2OC(C(F)F)C=2C=NC=C(C2)OCC(F)(F)F)C 5-(2,4-ditert-butoxypyrimidin-5-yl)-3-[2,2-difluoro-1-[5-(2,2,2-trifluoroethoxy)-3-pyridyl]ethoxy]-1-methyl-pyrazolo[3,4-c]pyridazine